5-(1,2,3-Benzotriazole-1-carbonyl)-2-(methylsulfanyl)-N-[(1s,4s)-4-{[(tert-butyldimethylsilyl)oxy]methyl}cyclohexyl]pyrimidin-4-amine N1(N=NC2=C1C=CC=C2)C(=O)C=2C(=NC(=NC2)SC)NC2CCC(CC2)CO[Si](C)(C)C(C)(C)C